FC1=C(C=CC(=C1)N1CCC(CC1)N1CCCC1)C1=CC2=C(C(=N1)C)N=C(N2C)C2=CC=C(C=C2)S(=O)(=O)C 6-(2-fluoro-4-(4-(pyrrolidin-1-yl)piperidin-1-yl)phenyl)-1,4-dimethyl-2-(4-(methylsulfonyl)phenyl)-1H-imidazo[4,5-c]pyridine